FC(C=1C=C(C[N+]2=C3N(C(C(=C2)C=2C(=NOC2C)C)=O)C=CC=C3)C=CC1)(F)F 1-(3-Trifluoromethylbenzyl)-3-(3,5-dimethylisoxazol-4-yl)-4-oxo-4H-pyrido[1,2-a]Pyrimidinium